FC=1C=C2C(=NC1N)CCCO2 7-fluoro-3,4-dihydro-2H-pyrano[3,2-b]pyridin-6-amine